5-fluoro-7-((R)-1-hydroxy-2-((3aS,5S,6aR)-3a-hydroxy-5-phenoxyhexahydrocyclopenta[c]pyrrol-2(1H)-yl)ethyl)-2H-benzo[b][1,4]oxazin-3(4H)-one FC1=CC(=CC=2OCC(NC21)=O)[C@H](CN2C[C@@H]1[C@](C2)(C[C@H](C1)OC1=CC=CC=C1)O)O